CC1=CC(=NC=C1OC1=CC(=C2C(=N1)N(C=N2)C)NC=2N=NC(=CC2)N2C[C@H](O[C@@H](C2)C)C)C#N |r| 4-methyl-5-[3-methyl-7-[[6-[rac-(2R,6R)-2,6-dimethylmorpholin-4-yl]pyridazin-3-yl]amino]imidazo[4,5-b]pyridin-5-yl]oxypyridine-2-carbonitrile